ClC1=CC=C(C=N1)NC1=NC=CC2=CC(=CC=C12)O[C@H]1[C@@H](CCCC1)O trans-2-((1-((6-chloropyridin-3-yl)amino)isoquinolin-6-yl)oxy)cyclohexan-1-ol